S1C=C(C=C1)\C=C/1\C(NC(S1)=S)=O (Z)-5-(thien-3-ylmethylene)-2-thioxothiazolidin-4-one